FC1(CN(CC[C@@H]1N1C(N(C=2C=NC=3C=CC(=CC3C21)C=2C=NC(=CC2)OC(C)C)C)=O)C)F (S)-1-(3,3-difluoro-1-methylpiperidin-4-yl)-8-(6-isopropoxypyridin-3-yl)-3-methyl-1,3-dihydro-2H-imidazo[4,5-c]quinolin-2-one